C1(CCCC1)C1=C(C=CC(=C1)C(F)(F)F)CC1CCN(CC1)C(=O)OC(C)(C)C tert-Butyl 4-[[2-cyclopentyl-4-(trifluoromethyl)phenyl]methyl]piperidine-1-carboxylate